C(CCCCCCCC)(=O)[O-].[Sn+4].C(CCCCCCCC)(=O)[O-].C(CCCCCCCC)(=O)[O-].C(CCCCCCCC)(=O)[O-] tin pelargonate